6-((2-((3R,4R)-3-amino-4-methoxypiperidin-1-yl)-6-fluoro-1H-benzo[d]imidazol-1-yl)methyl)nicotinonitrile N[C@@H]1CN(CC[C@H]1OC)C1=NC2=C(N1CC1=NC=C(C#N)C=C1)C=C(C=C2)F